(difluoromethyl)-1,3-dihydro-2H-benzo[d]imidazol-2-one FC(F)N1C(NC2=C1C=CC=C2)=O